ClC1=C(C(=O)[O-])C=C(C=N1)C(F)(F)F 2-chloro-5-(trifluoromethyl)nicotinate